2-methoxy-5,6,6a,7-tetrahydro-4H-dibenzo[DE,G]quinoline COC1=CC2=C3C(CCNC3CC3=C2C=CC=C3)=C1